NCC=1OC2=C(C1)C=C(C=C2C=2C=NC=CC2)C2=C(C=C(C=C2)C(=O)N2CCC(CC2)(F)F)F (4-(2-(aminomethyl)-7-(pyridin-3-yl)benzofuran-5-yl)-3-fluorophenyl)(4,4-difluoropiperidin-1-yl)methanone